FC(OC1=C(C=CC(=C1)N1CCN(CC1)CC)NC1=NC=C(C(=N1)NC=1C=CC=C2CNC(C12)=O)C(F)(F)F)F 7-((2-((2-(difluoromethoxy)-4-(4-ethylpiperazin-1-yl)phenyl)amino)-5-(trifluoromethyl)pyrimidin-4-yl)amino)isoindolin-1-one